N-(bicyclo[1.1.1]pentan-1-yl)-5-(4-fluorobenzyl)-8-hydroxy-6-oxo-5,6-dihydropyrido[2,3-b]pyrazine-7-carboxamide C12(CC(C1)C2)NC(=O)C2=C(C=1C(=NC=CN1)N(C2=O)CC2=CC=C(C=C2)F)O